S(=O)(=O)([O-])[O-].OC[P+2] hydroxymethylphosphorus sulphate